ClC1=CN=NC2=CC=C(C=C12)\C=C\OCC 4-chloro-6-[(E)-2-ethoxyethenyl]cinnoline